[N+](=O)([O-])C1=CC=C(C2=CC=CC=C12)N(C1=CC=CC=C1)C1=C(C=CC=C1)[N+](=O)[O-] 4-nitro-N-(2-nitrophenyl)-N-phenyl-naphthalen-1-amine